(9-(4-fluorophenyl)-6-oxaspiro[4.5]dec-8-en-8-yl)methanol FC1=CC=C(C=C1)C1=C(COC2(CCCC2)C1)CO